1-(4-amino-trans-cyclohexyl)-3-(4-isobutoxybenzyl)-1-methylurea N[C@@H]1CC[C@H](CC1)N(C(=O)NCC1=CC=C(C=C1)OCC(C)C)C